C1(=CC=C(C=C1)C1=C(C=CC=2SC3=C(C21)C=CC=C3)Cl)C3=CC=CC=C3 ([1,1'-biphenyl]-4-yl)-2-chlorodibenzo[b,d]thiophene